4-(2-methoxypyridin-3-yl)cyclohexan-1-one COC1=NC=CC=C1C1CCC(CC1)=O